(S)-3-(4-ethoxyphenyl)-N-(4-(3-hydroxypyrrolidin-1-yl)cyclohexyl)isoquinoline-1-carboxamide C(C)OC1=CC=C(C=C1)C=1N=C(C2=CC=CC=C2C1)C(=O)NC1CCC(CC1)N1C[C@H](CC1)O